tert-butyl (3R)-7-bromo-9-chloro-3-methyl-3,5-dihydro-2H-1,4-benzoxazepine-4-carboxylate BrC=1C=C(C2=C(CN([C@@H](CO2)C)C(=O)OC(C)(C)C)C1)Cl